(3R)-3-fluoro-N-{4-fluoro-3-[5-(oxan-4-yl)-2H-pyrazolo[3,4-b]pyridin-2-yl]phenyl}pyrrolidine F[C@H]1CN(CC1)C1=CC(=C(C=C1)F)N1N=C2N=CC(=CC2=C1)C1CCOCC1